ClC=1C=C2C(=C(C(NC2=CC1)=O)C1=NN(C(C1)C1=CC=C(C=C1)OC)C(=O)C1CC1)C 6-chloro-3-(1-(cyclopropylcarbonyl)-5-(4-methoxyphenyl)-4,5-dihydro-1H-pyrazol-3-yl)-4-methylquinolin-2(1H)-one